2-hydroxybenzyl-aniline OC1=C(CNC2=CC=CC=C2)C=CC=C1